S(=O)(=O)(O)O.O=C(O)CN(C)C(N)=N.O=C(O)CN(C)C(N)=N creatine hemisulfate salt